(+/-)-N-(4-{[3-(2-cyano-3-methoxyphenyl)-1-{[2-(trimethylsilyl)ethoxy]methyl}-1H-pyrrolo[2,3-b]pyridin-4-yl]oxy}-3,5-difluorophenyl)-N'-[(1R)-1-(oxetan-3-yl)ethyl]urea C(#N)C1=C(C=CC=C1OC)C1=CN(C2=NC=CC(=C21)OC2=C(C=C(C=C2F)NC(=O)N[C@H](C)C2COC2)F)COCC[Si](C)(C)C |r|